4-(benzo[b]thiophen-4-yl)-1-(heptanoyloxymethyl)-1-(4-(2-oxo-1,2-dihydroquinolin-7-yloxy)butyl)piperazin-1-ium chloride [Cl-].S1C2=C(C=C1)C(=CC=C2)N2CC[N+](CC2)(CCCCOC2=CC=C1C=CC(NC1=C2)=O)COC(CCCCCC)=O